NC=1C(NC2=C3C=CC=NC3=C(C=C2C1C1=C2C=NNC2=C(C=C1)F)OC1CCC1)=O 3-Amino-6-cyclobutyloxy-4-(7-fluoro-1H-indazol-4-yl)-1H-1,7-phenanthrolin-2-one